BrC1=C(C=NC=C1)NC1=C(C(=O)N(C(C)C)C(C)C)C=C(C=C1)F 2-((4-Bromopyridin-3-yl)amino)-5-fluoro-N,N-diisopropylbenzamide